COC1=C(C(=CC=C1)C)NNC(C(=O)[O-])C(CC(=O)[O-])=O 2-(2-(2-methoxy-6-methylphenyl)hydrazino)-3-oxoglutarate